3-(5-(difluoromethyl)-1,3,4-thiadiazol-2-yl)-7-fluoro-8-(4-isobutyrylpiperazin-1-yl)-N-(3-methyloxetan-3-yl)imidazo[1,5-a]pyridine-6-sulfonamide FC(C1=NN=C(S1)C1=NC=C2N1C=C(C(=C2N2CCN(CC2)C(C(C)C)=O)F)S(=O)(=O)NC2(COC2)C)F